(19R)-3-ethyl-16-fluoro-5,10,19-trimethyl-20-oxa-9-thia-4,5,11,23-tetraazapentacyclo[19.3.1.02,6.08,12.013,18]pentacosa-1(24),2(6),3,8(12),10,13,15,17,21(25),22-decaen-22-amine C(C)C=1C=2C3=CN=C(C(O[C@@H](C4=CC(=CC=C4C=4N=C(SC4CC2N(N1)C)C)F)C)=C3)N